N-(3-((5-Chloropyridin-2-yl)ethynyl)-1-methyl-1H-pyrrolo[2,3-b]pyridin-5-yl)acrylamide ClC=1C=CC(=NC1)C#CC1=CN(C2=NC=C(C=C21)NC(C=C)=O)C